dimethylcyclobut-1-ene-1-carboxamide CC1C(=C(C1)C(=O)N)C